C(C)OC(=O)C=1C(=NN(C1)C1=CC=C(C=C1)[N+](=O)[O-])C(F)(F)F 1-(4-nitrophenyl)-3-(trifluoromethyl)-1H-pyrazole-4-carboxylic acid ethyl ester